N1C[C@@H](CC[C@@H](C1)O)O (3R,6S)-azepane-3,6-diol